CSC1=CC=C(C=C1)N1C2=CC=CC=C2C=2C=CC=CC12 9-(4-methylthiophenyl)-carbazole